C1(OCC12CNC2)C(=O)[O-] 2-oxa-6-azaspiro[3.3]heptanoate